FC(C(C1=CC=CC=C1)(C1=CC=CC=C1)OC)OC1=NC(=CC(=N1)C)C 2-(1-fluoro-2-methoxy-2,2-diphenylethoxy)-4,6-dimethylpyrimidine